N-(2-fluoro-4-methyl-3-(2-(methylamino)-8,9-dihydroimidazo[1',2':1,6]pyrido[2,3-d]pyrimidin-6-yl)phenyl)-4-(trifluoromethyl)pyridineamide FC1=C(C=CC(=C1C1=CC2=C(N=C(N=C2)NC)N2C1=NCC2)C)NC(=O)C2=NC=CC(=C2)C(F)(F)F